1-fluoro-N-(8-(methylamino)-5-((4-(2-oxopyridin-1(2H)-yl)phenyl)ethynyl)-2,7-naphthyridin-3-yl)cyclopropanecarboxamide FC1(CC1)C(=O)NC=1N=CC2=C(N=CC(=C2C1)C#CC1=CC=C(C=C1)N1C(C=CC=C1)=O)NC